FC1=C(C=CC2=C1N=CS2)NC2=C1C(=NC=C2F)SC(=C1)[C@@H]1[C@H](NCCC1)C 4-Fluoro-N-(5-fluoro-2-((2R,3S)-2-methylpiperidin-3-yl)thieno[2,3-b]pyridin-4-yl)benzo[d]thiazol-5-amine